FC1=C(C=C(C=C1)CCN[C@@H]([C@H]1CNC2=CC=CN=C2C1)C1=CC=CC=C1)[C@H](C(=O)O)C |o1:27| (R or S)-2-(2-fluoro-5-(2-(((S)-phenyl((R)-1,2,3,4-tetrahydro-1,5-naphthyridin-3-yl)methyl)amino)ethyl)phenyl)propanoic acid